4-(bromomethyl)-6-fluoro-3-((3-fluoro-2-((N-methylsulfamoyl) amino) pyridin-4-yl) methyl)-2-oxo-2H-chromen-7-yl dimethylcarbamate CN(C(OC1=C(C=C2C(=C(C(OC2=C1)=O)CC1=C(C(=NC=C1)NS(NC)(=O)=O)F)CBr)F)=O)C